(-)-1-[(3S*,4R*)-4-(7-fluoro-chroman-6-yl)-2-oxopyrrolidin-3-yl]-3-(4-fluoro-phenyl)urea FC1=C(C=C2CCCOC2=C1)[C@H]1[C@@H](C(NC1)=O)NC(=O)NC1=CC=C(C=C1)F |o1:11,12|